C(C1=CC=CC=C1)OC(=O)N1CCN(CC1)C1=C2C(=CN(C2=CC=C1)C(=O)OC(C)(C)C)C tert-butyl 4-(4-((benzyloxy)carbonyl)piperazin-1-yl)-3-methyl-1H-indole-1-carboxylate